benzyl (2S)-2-(cyanomethyl)-4-[7-(7-methyl-1-naphthyl)-2-[[(2S)-1-methylpyrrolidin-2-yl]methoxy]-6,8-dihydro-5H-pyrido[3,4-d]pyrimidin-4-yl]piperazine-1-carboxylate C(#N)C[C@@H]1N(CCN(C1)C=1C2=C(N=C(N1)OC[C@H]1N(CCC1)C)CN(CC2)C2=CC=CC1=CC=C(C=C21)C)C(=O)OCC2=CC=CC=C2